C(C)(C)(C)OC(=O)C1COC2=CC=C(C=C2C1)F 6-fluoro-chroman-3-carboxylic acid tert-butyl ester